2-amino-4-(butylamino)-6-(2-methoxy-4-(4-methylpiperazine-1-carbonyl)benzyl)pyridin NC1=NC(=CC(=C1)NCCCC)CC1=C(C=C(C=C1)C(=O)N1CCN(CC1)C)OC